FC(C1=C(C(=O)O)C=CC=C1)(F)F 2-(trifluoromethyl)Benzoic acid